C1(CC1)C=1C(=CC(=C(CN2CCN(CC2)C(=O)OC2=CC=C(C=C2)CNC[C@@H]([C@H]([C@@H]([C@@H](CO)O)O)O)O)C1)OCC)C(=O)OC 4-((((2S,3R,4R,5R)-2,3,4,5,6-pentahydroxyhexyl)amino)methyl)phenyl 4-(5-cyclopropyl-2-ethoxy-4-(methoxycarbonyl)benzyl)piperazine-1-carboxylate